FC(C1=C(C(=CC=C1)NC1=CC=NN1C)C1(CCCCC1)C#N)F 1-(2-(difluoromethyl)-6-((1-methyl-1H-pyrazol-5-yl)amino)phenyl)cyclohexane-1-carbonitrile